C1(=CC=CC=C1)[B-](C1=CC=CC=C1)(C1=CC=CC=C1)C1=CC=CC=C1.C[NH+](CCCCCCCCCCCCCCCCCC)CCCCCCCCCCCCCCCCCC methyldioctadecylammonium tetraPhenylborate